(2S)-1-(2-hydroxyacetyl)-N-[(S)-phenyl[4-(propan-2-yl)phenyl]methyl]pyrrolidine-2-carboxamide OCC(=O)N1[C@@H](CCC1)C(=O)N[C@H](C1=CC=C(C=C1)C(C)C)C1=CC=CC=C1